Terephthalic acid anion C(C1=CC=C(C(=O)[O-])C=C1)(=O)[O-]